BrC1=CC(=C(C2=C1N(C(=N2)C)C)C(=O)O)Cl 7-bromo-5-chloro-1,2-dimethylbenzoimidazole-4-carboxylic acid